1-(2-acetylaminoethyl)-8-(6-((3-(2-oxo-1-pyrrolidinyl)propyl)amino)-3-pyridyl)-3-propylxanthine C(C)(=O)NCCN1C(=O)N(C=2N=C(NC2C1=O)C=1C=NC(=CC1)NCCCN1C(CCC1)=O)CCC